O=C(\C=C\C1=CC(=C(C(=C1)OC)OC)OC)N1C(C=CCC1)=O 5,6-dihydro-1-[(2E)-1-oxo-3-(3,4,5-trimethoxyphenyl)-2-propenyl]-2(1H)-pyridinone